C(C)(C)(C)C1=NC=NO1 5-(tert-butyl)-1,2,4-oxadiazole